tert-butyl 4-[1-(2,6-dioxo-3-piperidyl)-3-methyl-2-oxo-benzimidazol-5-yl]-3,6-dihydro-2H-pyridine-1-carboxylate O=C1NC(CCC1N1C(N(C2=C1C=CC(=C2)C=2CCN(CC2)C(=O)OC(C)(C)C)C)=O)=O